1-methyl-1H-pyrazole-4-carbonyl chloride CN1N=CC(=C1)C(=O)Cl